N-methyl-8-(1-((6-(pyrrolo[1,2-a]pyrimidin-3-yl)pyrimidin-4-yl)amino)propan-2-yl)quinoline-4-carboxamide CNC(=O)C1=CC=NC2=C(C=CC=C12)C(CNC1=NC=NC(=C1)C=1C=NC=2N(C1)C=CC2)C